ethyl 2,4,6-tri-O-acetyl-3-azido-3-deoxy-1-thio-β-D-galactopyranoside C(C)(=O)O[C@H]1[C@H](SCC)O[C@@H]([C@@H]([C@@H]1N=[N+]=[N-])OC(C)=O)COC(C)=O